C(CCCCCCC)C(CCCCCCCC)O 1-octylnonanol